ClC=1C(=C(C=CC1)NC1=NC=NC2=CC(=C(C=C12)OC(C)=O)OC)F 4-[(3-chloro-2-fluorophenyl)amino]-6-acetoxy-7-methoxyquinazoline